N-((R)-5-(5-ethyl-1,2,4-oxadiazol-3-yl)-2,3-dihydro-1H-inden-1-yl)-1-methylpiperidine-2-carboxamide C(C)C1=NC(=NO1)C=1C=C2CC[C@H](C2=CC1)NC(=O)C1N(CCCC1)C